CN(/C=C/C(=O)C1=CC(=CC=C1)F)C (E)-3-(dimethylamino)-1-(3-fluorophenyl)-2-propen-1-one